C(CO)O ethylenglycol